(-)-1-(4-chloro-phenyl)-3-[(3S*,4R*)-4-(2,6-difluoro-4-methoxyphenyl)-2-oxopyrrolidin-3-yl]urea ClC1=CC=C(C=C1)NC(=O)N[C@@H]1C(NC[C@H]1C1=C(C=C(C=C1F)OC)F)=O |o1:11,15|